3-(2-Methylprop-2-enoyloxy)propane-1-sulfonic acid potassium salt [K+].CC(C(=O)OCCCS(=O)(=O)[O-])=C